C(C)(C)(C)N1CCN(CC1)C1=CC(=C(C=C1)NC1=NC=C(C(=N1)NC=1SC=CC1C(=O)N)Cl)OC(F)F 2-((2-((4-(4-(tert-butyl)piperazin-1-yl)-2-(difluoromethoxy)phenyl)amino)-5-chloropyrimidin-4-yl)amino)thiophene-3-carboxamide